COC1=C(C(=O)NC2=CC=C(C=C2)CCCC(=O)O)C=CC=C1OC 4-(4-(2,3-dimethoxybenzoyl)aminophenyl)butyric acid